1-amino-1-deoxylactose NC1[C@H](O)[C@@H](O)[C@H](O[C@H]2[C@H](O)[C@@H](O)[C@@H](O)[C@H](O2)CO)[C@H](O1)CO